C(CCCCCCC)OC(CCC(=O)OCC(COC(CCCCCCC\C=C/C\C=C/CCCCC)=O)COC(=O)OCCCN(CC)CC)OCCCCCCCC.C(C)(C)OB(C1=CC(=CC(=C1)C(F)(F)F)C(F)(F)F)C1=CC(=CC(=C1)C(F)(F)F)C(F)(F)F isopropoxybis(3,5-bis(trifluoromethyl)phenyl)borane (9Z,12Z)-3-((4,4-bis(octyloxy)butanoyl)oxy)-2-((((3-(diethylamino)propoxy)carbonyl)oxy)methyl)propyl-octadeca-9,12-dienoate